4-benzyl-3-(difluoromethyl)-6,7-difluoro-3,4-dihydroquinoxalin-2(1H)-one C(C1=CC=CC=C1)N1C(C(NC2=CC(=C(C=C12)F)F)=O)C(F)F